C1=CC=CC=2NC=3N(C21)C2=C(N3)C=CC=C2 5H-benzo[d]benzo[4,5]imidazo[1,2-a]imidazole